2,6-Diaminonaphthalene NC1=CC2=CC=C(C=C2C=C1)N